ClC1=CC=C2C(CC(C2=C1)C(=O)NC1CCC(CC1)NC1=CC(=NC2=CC=C(C=C12)Cl)C(F)(F)F)=O 6-chloro-3-oxo-N-[(1s,4s)-4-{[6-chloro-2-(trifluoromethyl)quinolin-4-yl]amino}cyclohexyl]-2,3-dihydro-1H-indene-1-carboxamide